FC=1C(=NC=CC1C=O)OC 3-fluoro-2-methoxypyridine-4-carbaldehyde